4-fluoro-13-methyl-8,14-dioxa-10,19,20-triazatetracyclo[13.5.2.12,6.018,21]tricosa-1(20),2,4,6(23),15,17,21-heptaen-9-one FC=1C=C2C3=NNC4=CC=C(OC(CCNC(OCC(C1)=C2)=O)C)C=C34